The molecule is a pyrrolecarboxamide obtained by the formal condensation of 1-hydroxy-1H-pyrrole-2-carboxylic acid with the amino group of 3-aminopropanoic acid. It is isolated from the culture broth of Streptomyces sp.USF-6280 and exhibits DPPH radical scavenging activity. It has a role as a metabolite and a radical scavenger. It is a monocarboxylic acid, a N-hydroxypyrrole, a pyrrolecarboxamide and a beta-alanine derivative. C1=CN(C(=C1)C(=O)NCCC(=O)O)O